C1=CC=CC=2C3=CC=CC=C3C(C12)COC(=O)NC(C(=O)O)CC1=C(C=CC=C1)[N+](=O)[O-] ((((9H-fluoren-9-yl)methoxy)carbonyl)amino)-3-(2-nitrophenyl)propionic acid